C(C1=CC=CO1)O furfurylalcohol